Cl.NCCC1=CC=C(C=C1)NC(=S)N1C=CC2=C1N=CN=C2N(C)[C@H]2CN(CC[C@H]2C)C(CC#N)=O N-(4-(2-aminoethyl)phenyl)-4-(((3R,4R)-1-(2-cyanoacetyl)-4-methylpiperidin-3-yl)(methyl)amino)-7H-pyrrolo[2,3-d]pyrimidine-7-thioamide hydrochloride